NC=1C(=NN(C1C(=O)O)C1=CC=C(C=C1)CNC(C1=C(C=CC(=C1)F)OC)=O)C1CCN(CC1)C(=O)OC(C)(C)C 4-amino-3-(1-(tert-butoxycarbonyl)piperidin-4-yl)-1-(4-((5-fluoro-2-methoxybenzamido)methyl)phenyl)-1H-pyrazole-5-carboxylic acid